(R)-N-(3-(N-(2-((tert-butyldimethylsilyl)oxy)acetyl)-S-methylsulfonimidoyl)phenyl)-2-((6-fluoro-2-methylpyridin-3-yl)oxy)-4-(trifluoromethyl)benzamide [Si](C)(C)(C(C)(C)C)OCC(=O)N=[S@@](=O)(C)C=1C=C(C=CC1)NC(C1=C(C=C(C=C1)C(F)(F)F)OC=1C(=NC(=CC1)F)C)=O